tert-butyl (S)-3-(4-(3-cyano-4-(((trifluoromethyl)sulfonyl)oxy)pyrazolo[1,5-a]pyridin-6-yl)-1H-pyrazol-1-yl)pyrrolidine-1-carboxylate C(#N)C=1C=NN2C1C(=CC(=C2)C=2C=NN(C2)[C@@H]2CN(CC2)C(=O)OC(C)(C)C)OS(=O)(=O)C(F)(F)F